BrC=1C=C(C(=NC1C)N)F 5-Bromo-3-fluoro-6-methylpyridin-2-amine